5-chloro-N-(1,4-dimethyl-1H-pyrazol-3-yl)thieno[3,2-b]pyridin-3-amine ClC1=CC=C2C(=N1)C(=CS2)NC2=NN(C=C2C)C